COC1=C(CCN)C=C(C(=C1)SSCC1CC1)OC 2,5-dimethoxy-4-cyclopropylmethylthiothiophenethylamine